2-chloro-3,4-difluoroacetophenone C1=CC(=C(C=C1C(=O)CCl)F)F